4-(6-Chloro-1-(4-fluoro-2-methylphenyl)-4-oxo-1,4-dihydroquinazolin-3(2H)-yl)furan-2-carboxamide ClC=1C=C2C(N(CN(C2=CC1)C1=C(C=C(C=C1)F)C)C=1C=C(OC1)C(=O)N)=O